benzyl 2-(((benzyloxy)carbonyl)amino)-3-(1-(2-(tert-butoxy)-2-oxoethyl)-1H-indol-3-yl)propanoate C(C1=CC=CC=C1)OC(=O)NC(C(=O)OCC1=CC=CC=C1)CC1=CN(C2=CC=CC=C12)CC(=O)OC(C)(C)C